OC1CCC=2C1=NC1=C(C2NC(OCC(Cl)(Cl)Cl)=O)CCC1 2,2,2-Trichloroethyl (3-hydroxy-1,2,3,5,6,7-hexahydrodicyclopenta[b,e]pyridin-8-yl)carbamate